N1C(NC(CC1)=O)=O dihydro-pyrimidine-2,4-dione